1-((6'-chloro-4'-fluoro-[2,3'-bipyridin]-5-yl)methyl)piperidin-4-ol ClC1=CC(=C(C=N1)C1=NC=C(C=C1)CN1CCC(CC1)O)F